N-((1H-pyrazol-5-yl)methyl)-8-(4-(trifluoromethyl)cyclohex-1-en-1-yl)quinoline-3-carboxamide methyl-1-[(3-ethylcyclobutyl)methyl]-1,2,4-triazole-3-carboxylate COC(=O)C1=NN(C=N1)CC1CC(C1)CC.N1N=CC=C1CNC(=O)C=1C=NC2=C(C=CC=C2C1)C1=CCC(CC1)C(F)(F)F